1-((1S,2R,3R,4R)-1-(Aminomethyl)-2,3-dihydroxy-6,8-dioxabicyclo[3.2.1]octan-4-yl)pyrrolidin-2-one NC[C@@]12[C@@H]([C@@H]([C@H](C(OC1)O2)N2C(CCC2)=O)O)O